3-(3-(acetoxy(4-methoxyphenyl)methyl)bicyclo[1.1.1]pentan-1-yl)benzoic acid C(C)(=O)OC(C12CC(C1)(C2)C=2C=C(C(=O)O)C=CC2)C2=CC=C(C=C2)OC